[In].[Sn] stannum-indium